BrC=1C=CC=C2C(C(=CN(C12)C)CN(CC1=CC(=NC=C1)C)[C@@H]1CN(CCC1)C=1C=NC(=CC1)C)=O 8-bromo-1-methyl-3-({[(3S)-1-(6-methylpyridin-3-yl)piperidin-3-yl][(2-methylpyridin-4-yl)methyl]amino}methyl)-1,4-dihydroquinolin-4-one